[S-2].[Ag+].[Ag+] Silver sulfide